CS(=O)(=O)S(=O)(=O)[O-] methylsulphonyl-sulphonate